tert-butyl (3S,4R)-4-{[5-chloro-7-(2-methylpropyl)imidazo[4,3-f][1,2,4]triazin-2-yl]amino}-3-fluoropiperidine-1-carboxylate ClC=1N=C(N2N=C(N=CC21)N[C@H]2[C@H](CN(CC2)C(=O)OC(C)(C)C)F)CC(C)C